6,7-Difluoro-1-methyl-5-(4,4,5,5-tetramethyl-1,3,2-dioxaborolan-2-yl)-1H-benzo[d][1,2,3]triazole FC=1C(=CC2=C(N(N=N2)C)C1F)B1OC(C(O1)(C)C)(C)C